[6-(1H-1,2,4-triazol-5-yl)-2-azaspiro[3.3]heptan-2-yl]-[6-[[5-(trifluoromethoxy)-2-pyridyl]methyl]-2-azaspiro[3.3]heptan-2-yl]methanone N1N=CN=C1C1CC2(CN(C2)C(=O)N2CC3(C2)CC(C3)CC3=NC=C(C=C3)OC(F)(F)F)C1